FC=1C=C2C(C(=CN(C2=NC1N1CC(C1)C(NC=1SC(=CN1)C)=O)C1=NC=NS1)C(=O)O)=O 6-fluoro-7-{3-[(5-methyl-1,3-thiazol-2-yl)carbamoyl]azetidin-1-yl}-4-oxo-1-(1,2,4-thiadiazol-5-yl)-1,4-dihydro-1,8-naphthyridine-3-carboxylic acid